BrC=1C=NC=C(C1)O[C@H](CN1N=NN=C1)C 3-bromo-5-{[(2S)-1-(1H-tetrazol-1-yl)propan-2-yl]oxy}pyridine